ClC1=C(C(=CC=C1)Cl)C(O)C(CO)(CO)CO 2,6-di-chlorophenyl-pentaerythritol